7-Cyclopentyl-2-{5-[4-(3-cyclopentyl-propionyl)-piperazin-1-yl]-pyridin-2-ylamino}7H-pyrrolo[2,3-d]pyrimidine-6-carboxylic acid dimethylamide CN(C(=O)C1=CC2=C(N=C(N=C2)NC2=NC=C(C=C2)N2CCN(CC2)C(CCC2CCCC2)=O)N1C1CCCC1)C